perfluoro(dimethyl-2-oxo-1,4-dioxane) FC1(OC(C(OC1(F)F)=O)(C(F)(F)F)C(F)(F)F)F